O=C1N(CCC1CC1=CC(=C(C(=C1)F)F)F)C1=CC(=C(N1)C#N)C1=CN=NC=C1 5-(2-Oxo-3-(3,4,5-trifluorobenzyl)pyrrolidin-1-yl)-3-(pyridazin-4-yl)-1H-pyrrole-2-carbonitrile